2-(tert-butyl) 1-methyl 3,4-dihydroisoquinoline-1,2(1H)-dicarboxylate C1(N(CCC2=CC=CC=C12)C(=O)OC(C)(C)C)C(=O)OC